C(C)(C)(C)C=1C=C(CSC2=NOC(C2)(C)C)C=C(C1)C(C)(C)C 3-(3,5-di-tert-butylbenzylthio)-5,5-dimethyl-4,5-dihydroisoxazole